CN(CCNC(=O)[C@@H]1CC[C@H](CC1)C(=O)N(C1=CC(=CC=C1)C1=CN=C(S1)OC)C[C@@H]1CC[C@H](CC1)C1=CC(=C(C=C1)OC)C)C trans-N1-(2-(Dimethylamino)ethyl)-N4-((trans-4-(4-methoxy-3-methylphenyl)cyclohexyl)methyl)-N4-(3-(2-methoxythiazol-5-yl)phenyl)cyclohexane-1,4-dicarboxamide